(R)-(5-(1-methyl-1H-pyrazol-4-yl)-1,3,4-thiadiazol-2-yl)(4-(4-methylpyrazolo[1,5-a]pyridin-2-yl)-1,4,6,7-tetrahydro-5H-imidazo[4,5-c]pyridin-5-yl)methanone CN1N=CC(=C1)C1=NN=C(S1)C(=O)N1[C@H](C2=C(CC1)NC=N2)C2=NN1C(C(=CC=C1)C)=C2